O=C1NC(CCC1N1C(N(C2=C1C=CC=C2CCCCCCCN2N=CC(=C2)CC(=O)O)C)=O)=O 2-[1-[7-[1-(2,6-dioxo-3-piperidyl)-3-methyl-2-oxo-benzimidazol-4-yl]heptyl]pyrazol-4-yl]acetic acid